5-iodo-4-methoxy-2-(trifluoromethyl)pyridine IC=1C(=CC(=NC1)C(F)(F)F)OC